C(CCC)[C@H]1N=C(C2=CC=C(C=C2C1)F)C1=CC=C(C=C1)NC12CC3CC(CC(C1)C3)C2 (3R,5R,7R)-N-(4-((S)-3-butyl-6-fluoro-3,4-dihydroisoquinolin-1-yl)phenyl)adamantan-1-amine